ClC1=C(C=CC=C1)C1=C(C2=C(N=C(N=C2)NC2=CC(=C(C=C2)N2CCN(CC2)CC)C)N(C1=O)[C@@H]1CN(CCC1)CCC)C (S)-6-(2-chlorophenyl)-2-((4-(4-ethylpiperazin-1-yl)-3-methylphenyl)amino)-5-methyl-8-(1-propylpiperidin-3-yl)pyrido[2,3-d]pyrimidin-7(8H)-one